1-((1-(bromomethyl)cyclopropyl)sulfonyl)azetidine BrCC1(CC1)S(=O)(=O)N1CCC1